2-(3,3-difluoroazetidin-1-yl)-5-nitropyridine FC1(CN(C1)C1=NC=C(C=C1)[N+](=O)[O-])F